CC=1C(=CC(=NC1N1N=CC=C1)C(=O)NC1CCOCC1)CC1=CC=C(C=C1)C=1N=C(OC1)C 5-methyl-4-(4-(2-methyloxazol-4-yl)benzyl)-6-(1H-pyrazol-1-yl)-N-(tetrahydro-2H-pyran-4-yl)picolinamide